1,3-dioxoisoindolin-2-yl spiro[2.2]pentane-1-carboxylate C1(CC12CC2)C(=O)ON2C(C1=CC=CC=C1C2=O)=O